4-amino-N-(2-hydroxypropyl)-3-methyl-N-((5-(trifluoromethyl)pyridin-2-yl)methyl)-1,3-dihydrofuro[3,4-c]quinoline-8-carboxamide NC1=NC=2C=CC(=CC2C2=C1C(OC2)C)C(=O)N(CC2=NC=C(C=C2)C(F)(F)F)CC(C)O